CC(C(=O)NCC=1C=CC(=C(C(=O)NC2=C3C=NN(C3=CC=C2)C2=CC(=NC(=C2)C)C)C1)C(F)(F)F)(C)C 5-{[(2,2-Dimethylpropionyl)amino]methyl}-N-[1-(2,6-dimethylpyridin-4-yl)-1H-indazol-4-yl]-2-(trifluoromethyl)benzamide